FC1CC(N2N=C(N=C21)C(CC#N)=O)C2=CC=CC=C2 3-(7-fluoro-5-phenyl-6,7-dihydro-5H-pyrrolo[1,2-b][1,2,4]triazol-2-yl)-3-oxopropanenitrile